FC(S(=O)(=O)ON=C(C#N)C1=CC=C(C=C1)OC)(F)F (trifluoromethylsulfonyloxy-imino)-4-methoxyphenylacetonitrile